C(C1=CC=CC=C1)OCC1=CC=C(C=C1)NC(C1=C(C=CC(=C1)C1=NC(=C(N=C1)C)NS(=O)(=O)C)C)=O N-(4-((Benzyloxy)methyl)phenyl)-2-methyl-5-(5-methyl-6-(methylsulfonamido)pyrazin-2-yl)benzamide